L-Cystine Disodium [Na].[Na].C([C@@H](C(=O)O)N)SSC[C@@H](C(=O)O)N